NC1=NC=NN2C1=C(C=C2C2CCN(CC2)C(C(C)C)=O)C2=CC=C(C=C2)NC(=O)C2=CC(=C(N(C2=O)C2=CC=C(C=C2)F)C(=O)OC)Br methyl 5-((4-(4-amino-7-(1-isobutyrylpiperidin-4-yl) pyrrolo[2,1-f][1,2,4]triazin-5-yl) phenyl) carbamoyl)-3-bromo-1-(4-fluorophenyl)-6-oxo-1,6-dihydropyridine-2-carboxylate